[4-(2-morpholinoethyl)phenyl]hydrazine O1CCN(CC1)CCC1=CC=C(C=C1)NN